4-(4-fluoro-1H-imidazol-1-yl)-N-(6-(4-isopropyl-4H-1,2,4-triazol-3-yl)pyridin-2-yl)benzofuran-2-carboxamide FC=1N=CN(C1)C1=CC=CC2=C1C=C(O2)C(=O)NC2=NC(=CC=C2)C2=NN=CN2C(C)C